BrC=1C=CC(=C2C(C(=C(N(C12)C(C)=O)S(=O)C)C(C)=O)=O)Cl 1,1'-(8-bromo-5-chloro-2-(methylsulfinyl)-4-oxoquinoline-1,3(4H)-diyl)bis(ethan-1-one)